dodecyl gallate C(C1=CC(O)=C(O)C(O)=C1)(=O)OCCCCCCCCCCCC